5-((6-Bromo-3-isopropyl-3H-imidazo[4,5-c]pyridin-4-yl)amino)-N-(1-(difluoromethyl)cyclopropyl)-3,4-difluoro-2-methylbenzamide BrC1=CC2=C(C(=N1)NC=1C(=C(C(=C(C(=O)NC3(CC3)C(F)F)C1)C)F)F)N(C=N2)C(C)C